CC1=NC=CC(=C1)CN([C@@H]1CN(CCC1)C=1C=NC(=CC1)[N+](=O)[O-])CC1=CNC2=CC=CC=C2C1=O 3-({[(2-methylpyridin-4-yl)methyl][(3S)-1-(6-nitropyridin-3-yl)piperidin-3-yl]amino}methyl)-1,4-dihydroquinolin-4-one